4-pentylnonyl 8-[[7,7-dimethyl-8-oxo-8-(4-pentylnonoxy)octyl]-(3-pyrrolidin-1-ylpropanoyl) amino]-2,2-dimethyl-octanoate CC(CCCCCCN(CCCCCCC(C(=O)OCCCC(CCCCC)CCCCC)(C)C)C(CCN1CCCC1)=O)(C(OCCCC(CCCCC)CCCCC)=O)C